C1(=CC=CC=C1)C1CC=NN1C(=O)C1CCN(CC1)S(=O)(=O)C1=CC=CC=C1 (5-phenyl-4,5-dihydro-1H-pyrazol-1-yl)(1-(phenylsulfonyl)piperidin-4-yl)methanone